ClC1=CN=CC(=N1)O[C@H]1[C@@H](C2CCC(C1)N2C(=O)OC(C)(C)C)F rac-tert-butyl (2R,3R)-3-((6-chloropyrazin-2-yl)oxy)-2-fluoro-8-azabicyclo[3.2.1]octane-8-carboxylate